(R)-N-(2-Hydroxy-2-(4-(4-(4-methyl-1H-imidazol-1-yl)butoxy)phenyl)ethyl)-N-methylacetamide O[C@@H](CN(C(C)=O)C)C1=CC=C(C=C1)OCCCCN1C=NC(=C1)C